(rac)-tert-butyl {[3-amino-5-(3-{[5-(2-chloro-5-fluoropyrimidin-4-yl)-2-fluorophenyl]amino}propoxy)benzyl](methyl)oxido-λ6-sulfanylidene}carbamate NC=1C=C(C[S@](=O)(C)=NC(OC(C)(C)C)=O)C=C(C1)OCCCNC1=C(C=CC(=C1)C1=NC(=NC=C1F)Cl)F |r|